3-[3'-Adamantan-1-yl-4'-methoxy-2-(hydroxyimino-methyl)-biphenyl-4-yl]-acrylic acid C12(CC3CC(CC(C1)C3)C2)C=2C=C(C=CC2OC)C2=C(C=C(C=C2)C=CC(=O)O)C=NO